[C@H](C)(CC)[C@@H]1N(CC2=C(NC1=O)C=NC=C2F)C(=O)OC methyl (S)-3-((S)-sec-butyl)-6-fluoro-2-oxo-1,2,3,5-tetrahydro-4H-pyrido[3,4-e][1,4]diazepine-4-carboxylate